3-methyl-4-(7-(1H-imidazol-4-yl)-4-(1-methyl-1H-pyrazol-5-yl)imidazo[1,5-b]pyridazin-2-yl)morpholine methyl-2-(5-(isoindolin-2-yl)-6-oxo-2-phenylpyrimidin-1(6H)-yl)acetate COC(CN1C(=NC=C(C1=O)N1CC2=CC=CC=C2C1)C1=CC=CC=C1)=O.CC1N(CCOC1)C=1C=C(C=2N(N1)C(=NC2)C=2N=CNC2)C2=CC=NN2C